Tert-butyl 3-(((allyloxy) carbonyl) (methyl) amino)-4-morpholino-4-oxobutanoate C(C=C)OC(=O)N(C(CC(=O)OC(C)(C)C)C(=O)N1CCOCC1)C